C(OC)(OCCOC)=O methyl (2-methoxyethyl) carbonate